CC1(COB(OC1)C1=CC=C(C=C1)N1N=CC(=N1)C)C 2-(4-(5,5-dimethyl-1,3,2-dioxaborinan-2-yl)phenyl)-4-methyl-2H-1,2,3-triazole